ClC1=C(C#N)C(=CC=N1)OC 2-Chloro-4-methoxynicotinonitrile